2-(2-Hydroxyethyl)-2-methylpyrrolidine-1-carboxylate OCCC1(N(CCC1)C(=O)[O-])C